FC1=CC=C(C=C1)C(N1C[C@@H](N(C[C@H]1CC)C=1C=2N=C(N(C2NC(N1)=O)C[C@H]1OCCC1)C)C)C1=CC=C(C=C1)F 6-((2S,5R)-4-(bis(4-fluorophenyl)methyl)-5-ethyl-2-methylpiperazin-1-yl)-8-methyl-9-(((S)-tetrahydrofuran-2-yl)methyl)-3,9-dihydro-2H-purin-2-one